ClC=1C(=NN(C1C)C=1C=C(C(=O)N(C)C2=CC3=C(OCO3)C=C2CO)C=CC1)C(F)(F)F 3-[4-chloro-5-methyl-3-(trifluoromethyl)pyrazol-1-yl]-N-[6-(hydroxymethyl)-1,3-benzodioxol-5-yl]-N-methyl-benzamide